R-(-)-2-(4-isobutylphenyl)propionyl-methansulfonamide C(C(C)C)C1=CC=C(C=C1)[C@H](C(=O)CS(=O)(=O)N)C